O=S1(CC(CC1)N1CN(C2=CC=C(C=C2C1=O)C(F)(F)F)C1=C(C=C(C=C1)F)C)=O 3-(1,1-dioxidotetrahydro-thiophen-3-yl)-1-(4-fluoro-2-methylphenyl)-6-(trifluoromethyl)-2,3-dihydroquinazolin-4(1H)-one